[Pd](Cl)Cl.C(C)(C)(C)P[C-]1C=CC=C1.[C-]1(C=CC=C1)PC(C)(C)C.[Fe+2] 1,1'-di-tert-butylphosphinoferrocene palladium (II) dichloride